ClC1=NC=C(C=C1NC(OC(C)(C)C)=O)[N+](=O)[O-] tert-butyl (2-chloro-5-nitropyridin-3-yl)carbamate